(S)-(5-chloro-2,3-dihydro-1H-inden-2-yl)carbamic acid tert-butyl ester C(C)(C)(C)OC(N[C@H]1CC2=CC=C(C=C2C1)Cl)=O